OC1(CC(C1)C(=O)N1CC2(C1)CC(C2)CC2=NC(=CC=C2)OC)C ((1s,3s)-3-Hydroxy-3-methylcyclobutyl)(6-((6-methoxypyridin-2-yl)methyl)-2-azaspiro[3.3]heptan-2-yl)methanone